C(C)(C)(C)OC(=O)N1CC(C1)C1=NN(C2=NC=CC(=C21)CO)C2=C(C=C(C=C2)OC(F)(F)F)Cl 3-(1-(2-chloro-4-(trifluoromethoxy)phenyl)-4-(hydroxymethyl)-1H-pyrazolo[3,4-b]pyridin-3-yl)azetidine-1-carboxylic acid tert-butyl ester